tert-butyl (R)-4-(2-(4-chlorophenyl)-2,3-dihydrobenzo[b][1,4]dioxin-5-yl)-3,6-dihydropyridine-1(2H)-carboxylate ClC1=CC=C(C=C1)[C@@H]1COC2=C(O1)C=CC=C2C=2CCN(CC2)C(=O)OC(C)(C)C